9-benzyl-8-(2-chloro-4-(pyrrolidin-1-ylmethyl)phenyl)-6-(1-methyl-cyclopropoxy)-9H-purine C(C1=CC=CC=C1)N1C2=NC=NC(=C2N=C1C1=C(C=C(C=C1)CN1CCCC1)Cl)OC1(CC1)C